ethyl 3-(3-chloropropyl)-1,2,4-thiadiazole-5-carboxylate ClCCCC1=NSC(=N1)C(=O)OCC